CC1(OB(OC1(C)C)C1=CC=2NC3=CC=CC=C3C2C=C1)C 2-(4,4,5,5-tetramethyl-1,3,2-dioxaborolan-2-yl)-9H-carbazole